OCCN1C2=CC(=CC=C2C(C12OC=CC=C2CCO)(C)C)[N+](=O)[O-] N-hydroxyethyl-3,3-dimethyl-6-nitroindolinespiropyranethanol